4-(1-(difluoromethyl)cyclopropyl)-N-(4-methyl-3-(7-(methylamino)-1,6-naphthyridin-3-yl)phenyl)picolinamide FC(C1(CC1)C1=CC(=NC=C1)C(=O)NC1=CC(=C(C=C1)C)C=1C=NC2=CC(=NC=C2C1)NC)F